pentabromophenyl-(3-ethyl-3-oxetanylbutylmethyl)ether BrC1=C(C(=C(C(=C1C(CCC(C)(C1OCC1)CC)OC(C1=C(C(=C(C(=C1Br)Br)Br)Br)Br)CCC(C)(CC)C1OCC1)Br)Br)Br)Br